IC1=C(C=CC=C1)N=C1C(=CC(C(=C1)C(=O)O)=NC1=C(C=CC=C1)I)C(=O)O N,N'-bis(2-iodophenyl)-2,5-dicarboxy-1,4-benzoquinone diimine